tetrabutylammonium bis(triflate) [O-]S(=O)(=O)C(F)(F)F.[O-]S(=O)(=O)C(F)(F)F.C(CCC)[N+](CCCC)(CCCC)CCCC.C(CCC)[N+](CCCC)(CCCC)CCCC